OC(C)(C)C1C(C=CC=C1)C 2-(2-hydroxypropan-2-yl)-1-methyl-1H-benzene